6-allyloxy-3-(3-amino-pyrazol-1-yl)-1,6-diaza-bicyclo[3.2.1]oct-3-en-7-one C(C=C)ON1C2C=C(CN(C1=O)C2)N2N=C(C=C2)N